(S)-benzyl 4-((2-(2-hydroxyphenyl)-6a,7,9,10-tetrahydro-5H-pyrazino[1',2':4,5]pyrazino[2,3-c]pyridazin-8(6H)-yl)methyl)-[1,4':1',4''-terpiperidine]-1''-carboxylate OC1=C(C=CC=C1)C=1C=C2C(=NN1)NC[C@@H]1N2CCN(C1)CC1CCN(CC1)C1CCN(CC1)C1CCN(CC1)C(=O)OCC1=CC=CC=C1